C(CCCC=C)=O 5-Hexenal